C1C(CC2=CC=CC=C12)NC1=NC=C(C=N1)C1=NOC2(CN(C2)C(=O)OC(C)(C)C)C1 tert-butyl 7-(2-((2,3-dihydro-1H-inden-2-yl)amino)pyrimidin-5-yl)-5-oxa-2,6-diazaspiro[3.4]oct-6-ene-2-carboxylate